S1C=CC2=C1SC=C2 thieno-[2,3-b]thiophene